[1,4'-Bipiperidine]-1'-carboxylic acid, (4S)-4,11-diethyl-3,4,12,14-tetrahydro-4-hydroxy-3,14-dioxo-1H-pyrano[3',4':6,7]indolizino[1,2-b]quinolin-9-yl ester N1(CCCCC1)C1CCN(CC1)C(=O)OC1=CC=2C(=C3C(=NC2C=C1)C1=CC2=C(C(N1C3)=O)COC([C@]2(O)CC)=O)CC